CC(C[C@@H](C(N[C@H](C=O)C[C@H]1C(NCC1)=O)=O)NC(OC1CCC(CC1)C1=CC=CC=C1)=O)C (1r,4S)-4-Phenylcyclohexyl ((S)-4-methyl-1-oxo-1-(((S)-1-oxo-3-((S)-2-oxopyrrolidin-3-yl)propan-2-yl)amino)pentan-2-yl)carbamate